tert-Butyl N-[1-[4-(3-chloro-2-fluoro-anilino)-7-fluoro-pyrido[3,2-d]pyrimidin-6-yl]azetidin-3-yl]-N-methyl-carbamate ClC=1C(=C(NC=2C3=C(N=CN2)C=C(C(=N3)N3CC(C3)N(C(OC(C)(C)C)=O)C)F)C=CC1)F